1-((3S,4r)-3-((5-chloro-2-((1-ethyl-1H-pyrazol-4-yl)amino)-7H-pyrrolo[2,3-d]pyrimidin-4-yl)oxy)-4-fluoropyrrolidin-1-yl)prop-2-en-1-one S-(1-naphthylmethyl)thioacrylate C1(=CC=CC2=CC=CC=C12)CS=C(C=C)O.ClC1=CNC=2N=C(N=C(C21)O[C@H]2CN(C[C@H]2F)C(C=C)=O)NC=2C=NN(C2)CC